ClCC=1C=CC2=C(C=C(O2)C2=C(C=CC=C2)OC)C1 5-chloromethyl-2-(2-methoxyphenyl)benzofuran